COC1=CC=C(COC2=CC(=NC3=CC=CC=C23)C(=O)O)C=C1 4-((4-methoxybenzyl)oxy)quinoline-2-carboxylic acid